5-indoleamide N1C=CC2=CC(=CC=C12)C(=O)N